N-([1,1'-biphenyl]-4-ylmethyl)-4-(1-cyclohexyl-4-(4-fluorophenyl)-1H-imidazol-5-yl)pyrimidin-2-amine C1(=CC=C(C=C1)CNC1=NC=CC(=N1)C1=C(N=CN1C1CCCCC1)C1=CC=C(C=C1)F)C1=CC=CC=C1